(1R,5S,6r)-N-(1,1,1-trifluoro-2-methylpropan-2-yl)-3-azabicyclo[3.1.0]hexane-6-carboxamide TFA Salt OC(=O)C(F)(F)F.FC(C(C)(C)NC(=O)C1[C@H]2CNC[C@@H]12)(F)F